C(C)(C)(C)OC(=O)N[C@H](C(=O)NCC1=CC=CC=C1)COC (S)-2-tert-butyloxycarbonylamino-N-benzyl-3-methoxypropionamide